3-chloro-N-((2-(4-fluoro-6-(4,7-diazaspiro[2.5]octan-7-yl)pyridin-2-yl)-1,6-naphthyridin-7-yl)methyl)-5-((2-hydroxyethyl)sulfonyl)-4-methylbenzamide ClC=1C=C(C(=O)NCC2=NC=C3C=CC(=NC3=C2)C2=NC(=CC(=C2)F)N2CCNC3(CC3)C2)C=C(C1C)S(=O)(=O)CCO